tert-butyl (3R,4S)-3-(5-(4-amino-5-((4,4-difluoropiperidin-1-yl)methyl)pyrrolo[2,1-f][1,2,4]triazin-7-yl)-2-methylbenzamido)-4-fluoropyrrolidine-1-carboxylate NC1=NC=NN2C1=C(C=C2C=2C=CC(=C(C(=O)N[C@@H]1CN(C[C@@H]1F)C(=O)OC(C)(C)C)C2)C)CN2CCC(CC2)(F)F